FC1=C(C=CC=C1)C1=CC(=CN1S(=O)(=O)C1=CC(=CC=C1)NS(=O)(=O)C(C)C)CN(C(OC(C)(C)C)=O)C tert-butyl N-{[5-(2-fluorophenyl)-1-[3-(propane-2-sulfonylamino) benzenesulfonyl]-1H-pyrrol-3-yl] methyl}-N-methylcarbamate